(2R,3S,4S,5R)-4-[[3-[6-(Difluoromethyl)-2-methoxy-3-pyridyl]-4,5-dimethyl-5-(trifluoromethyl)tetrahydrofuran-2-carbonyl]amino]pyridin-2-carboxamid FC(C1=CC=C(C(=N1)OC)[C@H]1[C@@H](O[C@]([C@H]1C)(C(F)(F)F)C)C(=O)NC1=CC(=NC=C1)C(=O)N)F